6-amino-2,3-dicyanonaphthalene NC=1C=C2C=C(C(=CC2=CC1)C#N)C#N